propylene glycol tridecanoate C(CCCCCCCCCCCC)(=O)O.C(C(C)O)O